tert-butyl 2-fluoro-6-(4-(methoxycarbonyl) phenyl)-2-methyl-7-azaspiro[3.5]nonane-7-carboxylate FC1(CC2(C1)CC(N(CC2)C(=O)OC(C)(C)C)C2=CC=C(C=C2)C(=O)OC)C